ClC=1C=CC(=C2CN(C(C12)=O)C1CCC(CC1)C(=O)NC1=CC(=C(C=C1)C)OC)C (1s,4s)-4-(7-chloro-4-methyl-1-oxoisoindolin-2-yl)-N-(3-methoxy-4-methylphenyl)cyclohexanecarboxamide